c-2-methoxypropene COC(=C)C